1-iodofluoroethylene IC(=C)F